OC1C(N(CC1)C)=O 3-hydroxy-N-Methyl-2-pyrrolidone